P(=O)(O)(O)OC([C@@H](N)C)=O 1-phosphonoalanine